C(C)C=1NC(C=CC1C(=O)OC)=O methyl 2-ethyl-6-oxo-1,6-dihydropyridine-3-carboxylate